C(OCC1=CC=C(C=C1)NC([C@H](CCCNC(=O)N)NC([C@H](C(C)C)NC(CCN1C(C=CC1=O)=O)=O)=O)=O)(OC1=CC=C(C=C1)[N+](=O)[O-])=O 4-((S)-2-((S)-2-(3-(2,5-dioxo-2,5-dihydro-1H-pyrrol-1-yl)propanamido)-3-methylbutanamido)-5-ureidopentanamido)benzyl (4-nitrophenyl) carbonate